NC(CCC(=O)N1CCC(CC1)C1=NN(C2=NC=CC(=C21)C2=C(C=C1C=NN(C1=C2)C)F)CC(=O)NCC(=O)NCC(=O)OC)=O methyl (2-(3-(1-(4-amino-4-oxobutanoyl)piperidin-4-yl)-4-(5-fluoro-1-methyl-1H-indazol-6-yl)-1H-pyrazolo[3,4-b]pyridin-1-yl)acetyl)glycylglycinate